1-(2,4-Dichloro-phenyl)-4-hydroxymethyl-5-[4-(5-hydroxy-pent-1-ynyl)-phenyl]-1H-pyrazole-3-carboxylic acid piperidin-1-ylamide N1(CCCCC1)NC(=O)C1=NN(C(=C1CO)C1=CC=C(C=C1)C#CCCCO)C1=C(C=C(C=C1)Cl)Cl